FC1([C@H](CN(CC1)[C@H](C(=O)NC1=NC=C(C=C1)OCC=1OC=CN1)C)C1=CNC(C=C1)=O)F (S)-2-((S)-4,4-difluoro-3-(6-oxo-1,6-dihydropyridin-3-yl)piperidin-1-yl)-N-(5-(oxazol-2-ylmethoxy)pyridin-2-yl)propanamide